(R)-3-fluoro-N'-((1,2,3,5,6,7-hexahydro-s-indacen-4-yl)carbamoyl)-5-(2-hydroxypropan-2-yl)thiophene-2-sulfonimidamide FC1=C(SC(=C1)C(C)(C)O)[S@@](=O)(N)=NC(NC1=C2CCCC2=CC=2CCCC12)=O